C(=CCCCCCCCCCCCCCCCCC)N(CCO)CCO N-nonadecenyl-diethanolamine